C(C)O[C@H]1CC[C@H](CC1)NC1=NN2C(C=N1)=C(C=C2)C2=CC=C1C(=N2)N(C(=N1)C)CCF N-(cis-4-ethoxycyclohexyl)-5-(3-(2-fluoroethyl)-2-methyl-3H-imidazo[4,5-b]pyridin-5-yl)pyrrolo[2,1-f][1,2,4]triazin-2-amine